4-(4,6-bis(2-methoxystyryl)pyrimidin-2-oxy)butylguanidine trifluoroacetate FC(C(=O)O)(F)F.COC1=C(C=CC2=NC(=NC(=C2)C=CC2=C(C=CC=C2)OC)OCCCCNC(=N)N)C=CC=C1